(3aS,4R,6aR)-4-(hydroxymethyl)-2,2-dimethyl-tetrahydro-5H-[1,3]dioxolo[4,5-c]pyrrole-5-carboxylic acid tert-butyl ester C(C)(C)(C)OC(=O)N1C[C@@H]2[C@H]([C@H]1CO)OC(O2)(C)C